SC(CC(=O)O)C.SC(CC(=O)O)C.SC(CC(=O)O)C.CO.CO.CO trimethanol tri(3-mercaptobutyrate)